1-(dibenzo[b,d]furan-2-yl)-N3,N3-diphenylbenzene-1,3-diamine C1=C(C=CC=2OC3=C(C21)C=CC=C3)C3(CC(=CC=C3)N(C3=CC=CC=C3)C3=CC=CC=C3)N